3-methoxy-5-methylheptanoic acid tert-butyl ester C(C)(C)(C)OC(CC(CC(CC)C)OC)=O